C(C)(=O)C1=C(C=C(C=C1)Cl)C=1C(=NN(C(C1)=O)[C@H](C(=O)NC1=CC=C(C(=O)OC(C)(C)C)C=C1)CC1=CC=CC=C1)OC tert-butyl (S)-4-(2-(4-(2-acetyl-5-chlorophenyl)-3-methoxy-6-oxopyridazin-1(6H)-yl)-3-phenylpropanamido)benzoate